tert-butyl (1R,5S)-3-(7-(naphthalen-1-yl)-2-((tetrahydro-1H-pyrrolizin-7a(5H)-yl)methoxy)pyrido[4,3-d]pyrimidin-4-yl)-3,8-diazabicyclo[3.2.1]octane-8-carboxylate C1(=CC=CC2=CC=CC=C12)C1=CC=2N=C(N=C(C2C=N1)N1C[C@H]2CC[C@@H](C1)N2C(=O)OC(C)(C)C)OCC21CCCN1CCC2